C(C1=CC=CC=C1)OC1=C(C(=CC(=C1)C=CC1=CC=C(C=C1)OC)OC)OC 1-(benzyloxy)-2,3-dimethoxy-5-(4-methoxystyryl)benzene